C1(CC1)NCC1=CC(=C(C=C1F)C=1N=C2SC3=C(N2C1)C=CC(=C3)C(=O)NCCCN(CC)CC)F (4-((cyclopropylamino)methyl)-2,5-difluorophenyl)-N-(3-(diethylamino)propyl)benzo[d]imidazo[2,1-b]thiazole-7-carboxamide